[Cl-].[Zn+] zinc(I) chloride